CC1=C(C=CC=C1C)C1=C(C=C2C(=N1)C=NN2)OC 5-(2,3-dimethylphenyl)-6-methoxy-1H-pyrazolo[4,3-b]pyridine